C(C)C(COCCCCOCCCCO)CC 4-(4-(2-ethylbutoxy)butoxy)butan-1-ol